methyl 1'-butyl-8-chloro-4-(3-methoxyphenyl)-5'-methyl-2'-oxo-4H-spiro[cyclopenta[c]benzopyran-1,3'-indoline]-2-carboxylate C(CCC)N1C(C2(C3=CC(=CC=C13)C)C(=CC=1C(OC3=C(C12)C=C(C=C3)Cl)C3=CC(=CC=C3)OC)C(=O)OC)=O